ClC1=NC2=C(N1C)C=CC(=C2)[N+](=O)[O-] 2-chloro-1-methyl-5-nitro-1H-benzo[d]imidazole